(R)-N-[(5S)-1'-[7-(2,3-difluorophenyl)-6-methyl-pyrazolo[1,5-a]pyrazin-4-yl]spiro[5,7-dihydrocyclopenta[b]pyridine-6,4'-piperidine]-5-yl]-2-methyl-propane-2-sulfinamide FC1=C(C=CC=C1F)C1=C(N=C(C=2N1N=CC2)N2CCC1(CC2)[C@@H](C=2C(=NC=CC2)C1)N[S@](=O)C(C)(C)C)C